3-(4-(3,5-Dimethyl-1H-pyrazol-4-yl)piperazin-1-yl)-4-methoxybenzoic Acid CC1=NNC(=C1N1CCN(CC1)C=1C=C(C(=O)O)C=CC1OC)C